FC(CN(CC(=O)O)C(=O)OCC1C2=CC=CC=C2C=2C=CC=CC12)F 2-[2,2-difluoroethyl(9H-fluoren-9-ylmethoxycarbonyl)amino]acetic acid